ClC1=CC2=C(N=C(S2)N2CCN(CCC2)C(=O)NC2=C(C=CC=C2C)Cl)C=C1 4-(6-chloro-1,3-benzothiazol-2-yl)-N-(2-chloro-6-methylphenyl)-1,4-diazepane-1-carboxamide